OC(CN1C(N(C(N(C1=O)CC(CCl)O)=O)CC(CCl)O)=O)CCl tri(2-hydroxy-3-chloropropyl)cyanuric acid